FC(C(=O)O)(F)F.N1CC(CC1)C#N pyrrolidine-3-carbonitrile trifluoroacetate salt